C12(C(=CC(=CC1)C2)CO)CO norbornadienedimethanol